C12CN(CC(CC1)O2)CC(=O)NC=2N=CC1=CC=C(C=C1C2)C=2SC(=NN2)C 2-(8-oxa-3-azabicyclo[3.2.1]octan-3-yl)-N-(6-(5-methyl-1,3,4-thiadiazol-2-yl)isoquinolin-3-yl)acetamide